(4-((3-methyl-4-oxo-3,4-dihydro-phthalazin-1-yl)methyl)phenyl)sulphonamide hydrochloride Cl.CN1N=C(C2=CC=CC=C2C1=O)CC1=CC=C(C=C1)S(=O)(=O)N